3-[2-hydroxy-4-(trifluoromethyl)phenyl]-4-methyl-6-[[(3R)-1-methyl-3-piperidinyl]amino]-1,2,4-triazin-5-one OC1=C(C=CC(=C1)C(F)(F)F)C1=NN=C(C(N1C)=O)N[C@H]1CN(CCC1)C